((7R)-7-amino-2-azabicyclo[2.2.1]hept-2-yl)(2-(1-(cyclopropylmethyl)-6-(2-hydroxypropan-2-yl)-1H-pyrrolo[2,3-b]pyridin-2-yl)-3-methylpyrazolo[1,5-a]pyridin-6-yl)methanone N[C@H]1C2N(CC1CC2)C(=O)C=2C=CC=1N(C2)N=C(C1C)C1=CC=2C(=NC(=CC2)C(C)(C)O)N1CC1CC1